9,10-bis(methoxycarbonylmethylene)anthracene COC(=O)C=C1C2=CC=CC=C2C(C=2C=CC=CC12)=CC(=O)OC